C(C1=CC=CC=C1)N1CC2=C(SCC(N2)=O)CC1 6-benzyl-5,6,7,8-tetrahydro-2H-pyrido[4,3-b][1,4]thiazin-3(4H)-one